methyl (S)-3-(8-bromo-6-(2-chlorophenyl)-1-((2-(pyrrolidin-1-yl)ethyl)thio)-4H-benzo[f][1,2,4]triazolo[4,3-a][1,4]diazepin-4-yl)propionate BrC=1C=CC2=C(C(=N[C@H](C=3N2C(=NN3)SCCN3CCCC3)CCC(=O)OC)C3=C(C=CC=C3)Cl)C1